benzyl 3,3-difluoro-4-hydroxy-pyrrolidine-1-carboxylate FC1(CN(CC1O)C(=O)OCC1=CC=CC=C1)F